2-hydroxybutyrophenone OC(C(=O)C1=CC=CC=C1)CC